FC1=C(C(=C2C=CC=NC2=C1)C)N 7-fluoro-5-methylquinoline-6-amine